FC1=C(C=C(CC2=NNC(C3=CC=CC=C23)=O)C=C1)N1C(C(C2=CC=CC=C12)(C)O)=O 4-(4-Fluoro-3-(3-hydroxy-3-methyl-2-oxoindolin-1-yl)benzyl)phthalazin-1(2H)-on